C1(CC1)N1N=CC(=C1)[C@H]1CN(C[C@H](O1)C)C=1N=C(C2=C(N1)NC(C(C2)C)C)C2CCC(CC2)C(F)F (2S,6R)-2-(1-cyclopropylpyrazol-4-yl)-4-[4-[4-(difluoromethyl)cyclohexyl]-6,7-dimethyl-5,6,7,8-tetrahydropyrido[2,3-d]pyrimidin-2-yl]-6-methyl-morpholine